TERT-BUTYL 4-(2-BROMO-5-NITROPHENOXY)BUTANOATE BrC1=C(OCCCC(=O)OC(C)(C)C)C=C(C=C1)[N+](=O)[O-]